methyl N2-(tert-butoxycarbonyl)-N5-methylglutaminate C(C)(C)(C)OC(=O)N[C@@H](CCC(NC)=O)C(=O)OC